1,4-dichloro-5,5-difluoro-6,7-dihydrocyclopenta[d]pyridazine ClC1=NN=C(C2=C1CCC2(F)F)Cl